ClCCCCCCCCCCCCC/C=C/CCO (3E)-17-chloro-3-heptadecene-1-ol